C(CCCCCCCCCCCCC)OCC(=O)O 2-(tetradecyloxy)acetic acid